IC1=CC=2N(C(=C1)OC)C(N(N2)C)=O 7-iodo-5-methoxy-2-methyl-[1,2,4]triazolo[4,3-a]pyridin-3(2H)-one